(E)-5-chloropentan-1,3-diene ClC/C=C/C=C